3-bromo-N,N-diphenyl-5-(pyridin-2-yloxy)aniline tert-butyl-4-(4-aminopyrrolo[2,1-f][1,2,4]triazin-7-yl)-3,6-dihydropyridine-1(2H)-carboxylate C(C)(C)(C)OC(=O)N1CCC(=CC1)C1=CC=C2C(=NC=NN21)N.BrC=2C=C(N(C1=CC=CC=C1)C1=CC=CC=C1)C=C(C2)OC2=NC=CC=C2